2,2-bismethoxy-N-methylethylamine COC(CNC)OC